CC1=C2C(=NC(=C1)C=O)C=C(O2)C=2C(=C(C=CC2)C2=CC=CC=C2)C 7-methyl-2-(2-methylbiphenyl-3-yl)furo[3,2-b]pyridine-5-carbaldehyde